N-(2-(benzyloxy)-2-oxoethyl)-N-((2S,3S)-1-methyl-5-oxo-2-(pyridin-3-yl)pyrrolidine-3-carbonyl)glycine compound with 2,2,2-trifluoroacetic acid FC(C(=O)O)(F)F.C(C1=CC=CC=C1)OC(CN(CC(=O)O)C(=O)[C@@H]1[C@H](N(C(C1)=O)C)C=1C=NC=CC1)=O